C(#N)C=1C=CC=C2C(=NN(C12)COCC[Si](C)(C)C)C[C@@H]1CN(CCC1)C(=O)OC(C)(C)C tert-butyl (3R)-3-[(7-cyano-1-{[2-(trimethylsilyl)ethoxy]methyl}indazol-3-yl)methyl]piperidine-1-carboxylate